2-ISOCYANO-9-FLUORENONE [N+](#[C-])C1=CC=2C(C3=CC=CC=C3C2C=C1)=O